C(#N)C1=C(C=CC(=N1)C(=O)NC)C1CCN(CC1)CC1=NC=NC(=C1F)NC(=O)NCC 6-cyano-5-(1-((6-(3-ethylureido)-5-fluoropyrimidin-4-yl)methyl)piperidin-4-yl)-N-methylpicolinamide